2-(2-Chlorophenyl)-4,4-difluoropiperidine ClC1=C(C=CC=C1)C1NCCC(C1)(F)F